N-(4-(4-Amino-1-(2,2,2-trifluoroethyl)-1H-pyrazolo[3,4-d]pyrimidin-3-yl)phenyl)-5-(4-Chlorophenyl)-1-isopropyl-4-oxo-1,4-dihydropyridazine-3-carboxamide NC1=C2C(=NC=N1)N(N=C2C2=CC=C(C=C2)NC(=O)C2=NN(C=C(C2=O)C2=CC=C(C=C2)Cl)C(C)C)CC(F)(F)F